COC=1C=2N(C=C(N1)NC(=O)C1=CC=C(C3=CN(N=C13)C)N1CCC(CC1)(NC)C)C=C(N2)C N-(8-methoxy-2-methylimidazo[1,2-a]pyrazin-6-yl)-2-methyl-4-(4-methyl-4-(methylamino)piperidin-1-yl)-2H-indazole-7-carboxamide